(4-((benzyloxy)methyl)-2-oxopiperidine-4-carbonyl)glycine methyl ester COC(CNC(=O)C1(CC(NCC1)=O)COCC1=CC=CC=C1)=O